(12R)-13-ethyl-12,19,19-trimethyl-12,13,15,16,17,18,19,20-octahydro-14H-6,22-(azeno)-11,7-(metheno)imidazo[2,1-c][1,4,13,15]oxatriazacycloicosin-14-one C(C)N1[C@@H](C=2C=CC=C(C3=CN4C(C(OCC(CCCNC1=O)(C)C)=N3)=NC=C4)C2)C